S-[(5-bromo-3-pyridyl)] N,N-dimethylcarbamothioate CN(C(SC=1C=NC=C(C1)Br)=O)C